6-((1H-pyrazol-3-yl)methyl)-2-((1H-pyrazol-5-yl)methyl)-4-methyl-4H-thiazolo[5',4':4,5]pyrrolo[2,3-d]pyridazin-5(6H)-one N1N=C(C=C1)CN1N=CC2=C(C1=O)N(C1=C2SC(=N1)CC1=CC=NN1)C